3-[(8-Ethoxy-4-tricyclo[5.2.1.02,6]decanyl)sulfanyl]undecanal C(C)OC1C2C3CC(CC3C(C1)C2)SC(CC=O)CCCCCCCC